BrCCOCCOC1=CC=C(C=C1)OCC1=CC=CC=C1 1-(2-(2-Bromoethoxy)ethoxy)-4-benzyloxybenzene